S(C)(=O)(=O)O.CN1CCN(CC1)CC1=CC=C(C(=O)NC2=CC(=C(C=C2)C)NC2=NC=CC(=N2)C=2C=NC=CC2)C=C1 4-[(4-methylpiperazin-1-yl)methyl]-N-[4-methyl-3-[(4-pyridin-3-ylpyrimidin-2-yl)amino]phenyl]benzamide mesylate